N-[(4-aminophenyl)methyl]-2-[5-(1-piperidylsulfonyl)indol-1-yl]propanamide NC1=CC=C(C=C1)CNC(C(C)N1C=CC2=CC(=CC=C12)S(=O)(=O)N1CCCCC1)=O